C(CCCCCCCCCCCCCCCCCCCCCCCCCCCCCCCC)(=O)O psyllic acid